1-(5-(aminomethyl)thiophen-2-yl)-2-((6-cyclopropyl-2-methylquinazolin-4-yl)thio)ethan-1-one hydrochloride Cl.NCC1=CC=C(S1)C(CSC1=NC(=NC2=CC=C(C=C12)C1CC1)C)=O